OCC(C(=O)O)C.OCC(C(=O)O)C 3-hydroxyisobutyric acid (3-hydroxyisobutyrate)